6-bromo-2-(4-pyridinyl)pyrido[3,4-d]pyrimidin-4-ol BrC1=CC2=C(N=C(N=C2O)C2=CC=NC=C2)C=N1